NC1=C2N=CN(C2=NC(=N1)C(F)(F)F)[C@H]1[C@H]([C@@H]([C@H](O1)CO)O)F (2R,3R,4S,5R)-5-[6-AMINO-2-(TRIFLUOROMETHYL)PURIN-9-YL]-4-FLUORO-2-(HYDROXYMETHYL)TETRAHYDROFURAN-3-OL